(S)-(7-methoxy-5-methyl-4-oxo-2,3,4,5-tetrahydrobenzo[b][1,4]oxazepin-3-yl)carbamic acid tert-butyl ester C(C)(C)(C)OC(N[C@@H]1C(N(C2=C(OC1)C=CC(=C2)OC)C)=O)=O